2-ethyl-4-[4-(ethylamino)-4-methylpiperidin-1-yl]-N-{8-fluoro-2-methylimidazo[1,2-a]pyridin-6-yl}indazole-7-carboxamide C(C)N1N=C2C(=CC=C(C2=C1)N1CCC(CC1)(C)NCC)C(=O)NC=1C=C(C=2N(C1)C=C(N2)C)F